diazoglutamine [N+](=[N-])=N[C@@H](CCC(N)=O)C(=O)O